tert-butyl (1R,4R)-2,5-diazabicyclo-[2.2.1]heptane-2-carboxylate [C@H]12N(C[C@H](NC1)C2)C(=O)OC(C)(C)C